C(CCCCCCC)C12C=CC(C3=CC=CC=C13)(O2)CCCCCCCCOC2OCCCC2 1-octyl-4-(8-((tetrahydro-2H-pyran-2-yl)oxy)octyl)-1,4-dihydro-1,4-epoxynaphthalene